1-isopropyl-3-methyl-1H-imidazo[4,5-c]cinnolin-2(3H)-one C(C)(C)N1C(N(C=2N=NC=3C=CC=CC3C21)C)=O